1-fluoro-2-fluoro-pyrroline FN1C(=CCC1)F